2-[4-cyclopropyl-6-(2H3)methoxypyrimidin-5-yl]-8-({4-[1-(2H3)methyl-4-(trifluoromethyl)imidazol-2-yl]phenyl}(2H2)methyl)pyrido[2,3-d]pyrimidin-7-one C1(CC1)C1=NC=NC(=C1C=1N=CC2=C(N1)N(C(C=C2)=O)C([2H])([2H])C2=CC=C(C=C2)C=2N(C=C(N2)C(F)(F)F)C([2H])([2H])[2H])OC([2H])([2H])[2H]